(2R,3R,4S,5S)-2-(4-amino-7H-pyrrolo[2,3-d]pyrimidin-7-yl)-5-((R)-6-chloroisochroman-1-yl)tetrahydrofuran-3,4-diol NC=1C2=C(N=CN1)N(C=C2)[C@@H]2O[C@@H]([C@H]([C@H]2O)O)[C@@H]2OCCC1=CC(=CC=C21)Cl